3-((4-methoxyphenyl) thio)-3-methylbutylthiophene-2-carboxylate COC1=CC=C(C=C1)SC(CCOC(=O)C=1SC=CC1)(C)C